3-Amino-4-methoxy-1-methyl-1H-indazole-5-carbaldehyde NC1=NN(C2=CC=C(C(=C12)OC)C=O)C